S(=O)(=O)(OF)OOCCC perfluoro propoxy sulfate